ClC1=CC=2C(C=N1)=NN(C2)C2CCC(CC2)CNC(C2=CC(=C(C(=C2)F)OCC2=CC=C(C=C2)OC)F)=O N-{[(1r,4r)-4-(5-chloro-2H-pyrazolo[3,4-c]pyridin-2-yl)cyclohexyl]methyl}-3,5-difluoro-4-[(4-methoxyphenyl)methoxy]benzamide